N1=NC=C(C=C1)C1=CN(C2=NC=CC(=C21)N2CCCC1(CCN(C1)C(=O)OC(C)(C)C)C2)COCC[Si](C)(C)C tert-butyl 9-[3-pyridazin-4-yl-1-(2-trimethylsilylethoxymethyl)pyrrolo[2,3-b]pyridin-4-yl]-2,9-diazaspiro[4.5]decane-2-carboxylate